7-indolin-1-yl-N-(4-piperidinylmethyl)thiazolo[5,4-d]pyrimidine-2-carboxamide N1(CCC2=CC=CC=C12)C=1C2=C(N=CN1)SC(=N2)C(=O)NCC2CCNCC2